p-aminobenzenesulfonic acid-triethylamine salt C(C)N(CC)CC.NC1=CC=C(C=C1)S(=O)(=O)O